C(CCC)C1=C(C(=O)O)C(=CC(=C1)O)OC1O[C@@H]([C@H]([C@@H]([C@H]1CO)O)O)O 2-butyl-4-hydroxy-6-{[(3R,4R,5S,6S)-4,5,6-trihydroxy-3-(hydroxymethyl)oxan-2-yl]oxy}benzoic acid